(3R,7S)-2-(3,4-dichlorobenzoyl)-9-(1-(4-fluoropyridin-2-yl)ethyl)-N,3-dimethyl-10-oxo-1,2,3,4,7,8,9,10-octahydropyrido[4',3':3,4]pyrazolo[1,5-a]pyrazine-7-carboxamide ClC=1C=C(C(=O)N2CC=3C(=NN4C3C(N(C[C@H]4C(=O)NC)C(C)C4=NC=CC(=C4)F)=O)C[C@H]2C)C=CC1Cl